(R)-N-(2,4-dimethoxybenzyl)-4-(3-(dimethylamino)-3-(3-(trifluoromethyl)-phenethyl)piperidin-1-yl)-2,6-dimethyl-N-(pyrimidin-4-yl)benzenesulfonamide COC1=C(CN(S(=O)(=O)C2=C(C=C(C=C2C)N2C[C@](CCC2)(CCC2=CC(=CC=C2)C(F)(F)F)N(C)C)C)C2=NC=NC=C2)C=CC(=C1)OC